N-methyl-1-(4-pyridinyl)-4-piperidinemethylamine CNCC1CCN(CC1)C1=CC=NC=C1